methyl 4-chloro-3'-((2-cyclopentyl-1-oxoisoindolin-5-yloxy)methyl)biphenyl-3-carboxylate ClC1=C(C=C(C=C1)C1=CC(=CC=C1)COC=1C=C2CN(C(C2=CC1)=O)C1CCCC1)C(=O)OC